tert-butyl 2-((6-(5-cyanopyrazin-2-ylamino)-3-(cyclopentylmethylcarbamoyl)pyridazin-4-ylamino)methyl)morpholine-4-carboxylate C(#N)C=1N=CC(=NC1)NC1=CC(=C(N=N1)C(NCC1CCCC1)=O)NCC1CN(CCO1)C(=O)OC(C)(C)C